4-Hydroxybut-2-en OCC=CC